1-(1H-Pyrazol-4-ylmethyl)-3-[4-(toluene-3-sulfonyl)-phenyl]-urea N1N=CC(=C1)CNC(=O)NC1=CC=C(C=C1)S(=O)(=O)C=1C=C(C)C=CC1